NCCN1C[C@@H](CC1)O (R)-1-(2-aminoethyl)pyrrolidin-3-ol